4-(3-formylpyridin-2-yl)piperazine tert-butyl-3-hydroxy-5-(trifluoromethyl)piperidine-1-carboxylate C(C)(C)(C)OC(=O)N1CC(CC(C1)C(F)(F)F)O.C(=O)C=1C(=NC=CC1)N1CCNCC1